S(=O)(=O)(ON1[C@@H]2CC[C@H](N(C1=O)C2)C(NS(=O)(=O)C2CN(CCC2)S(=O)(=O)C)=N)O (2S,5R)-2-(N-((1-(methylsulfonyl) piperidin-3-yl) sulfonyl) carbamimidoyl)-7-oxo-1,6-diazabicyclo[3.2.1]octan-6-yl hydrogen sulfate